argon nitrogen [N].[Ar]